COC1=C(C=CC=C1)N1C(C2=C(C=C1)N(C=C2C(=O)NC=2C=NC(=CC2)OCC(F)(F)F)C)=O 5-(2-methoxyphenyl)-1-methyl-4-oxo-N-[6-(2,2,2-trifluoroethoxy)pyridin-3-yl]-4,5-dihydro-1H-pyrrolo[3,2-c]pyridine-3-carboxamide